N1C=CC2=CC(=CC=C12)N/C(=C/C(=O)C1=CC=C(C=C1)OC)/SC (Z)-3-((1H-indol-5-yl)amino)-1-(4-methoxyphenyl)-3-(methylthio)prop-2-en-1-one